C(CCC)N1C(=NC2=C1C=CC=C2)CCNCCC=2OC=C(N2)C(=O)NCC2=NC=CC=C2C(F)(F)F 2-(2-((2-(1-butyl-1H-benzo[d]imidazol-2-yl)ethyl)amino)ethyl)-N-((3-(trifluoromethyl)pyridin-2-yl)methyl)oxazole-4-carboxamide